(hydroxydimethylsilyl)oxysalicylaldehyde O[Si](OOC=1C(C=O)=CC=CC1)(C)C